C1(=CC=CC=C1)[B-](C1=C(C(=C(C(=C1F)F)F)F)F)(C1=C(C(=C(C(=C1F)F)F)F)F)C1=C(C(=C(C(=C1F)F)F)F)F.OC1=CC=C(C=C1)[S+](CC1=CC=CC=C1)C 4-hydroxyphenyl-methyl-benzylsulfonium phenyltris(pentafluorophenyl)borate